(5S)-2-fluoro-2-{5-[(4-fluorophenyl)methyl]-1,3-thiazol-2-yl}-5-methyl-1λ6-thiomorpholine-1,1-dione FC1(CN[C@H](CS1(=O)=O)C)C=1SC(=CN1)CC1=CC=C(C=C1)F